N-((3R,4S)-4-((5-(cyclopropylmethoxy)-7-(2,6-dichloro-3,5-dimethoxyphenyl)-2,6-naphthyridin-3-yl)amino)tetrahydrofuran-3-yl)acrylamide C1(CC1)COC1=C2C=C(N=CC2=CC(=N1)C1=C(C(=CC(=C1Cl)OC)OC)Cl)N[C@H]1[C@H](COC1)NC(C=C)=O